COC1=C(CNC=2C3=C(N=CN2)C(=CS3)C(=O)NC3=C2C=CN=C(C2=CC=C3C)CC3=C(C=CC=C3)C(F)(F)F)C=CC(=C1)OC 4-((2,4-dimethoxybenzyl)amino)-N-(6-methyl-1-(2-(trifluoromethyl)benzyl)isoquinoline-5-yl)thieno[3,2-d]pyrimidine-7-carboxamide